benzyl-beta-D-glucopyranosuronic acid C(C1=CC=CC=C1)[C@]1(O)[C@H](O)[C@@H](O)[C@H](O)[C@H](O1)C(=O)O